(6s,7s)-6-fluoro-7-(2-fluoro-5-methylphenyl)-3-(tetrahydro-2H-pyran-4-yl)-5,6,7,8-tetrahydropyrido[2,3-d]pyrimidine-2,4(1H,3H)-dione F[C@H]1CC2=C(NC(N(C2=O)C2CCOCC2)=O)N[C@H]1C1=C(C=CC(=C1)C)F